C1(CC1)C1=CC(=NN1)NC1=NC(=NC2=CC=CC=C12)C=1C=CC(=NC1)N1CC2N(C(C1)C2)CC=2C=CC(=C(C#N)C2)OC 5-((3-(5-(4-((5-cyclopropyl-1H-pyrazol-3-yl)amino)quinazolin-2-yl)pyridin-2-yl)-3,6-diazabicyclo[3.1.1]heptan-6-yl)methyl)-2-methoxybenzonitrile